C(C)[P-](CC)(CC)(CC)(CC)CC hexaethylphosphorate